C(C)[C@H]1C[C@@H]2CN3C1[C@](C=1NC4=CC=C(C=C4C1CC3)O)(C2)CO (6S,7S,9S,11S)-7-Ethyl-6-(Hydroxymethyl)-6,6a,7,8,9,10,12,13-Octahydro-5H-6,9-Methanopyrido[1',2':1,2]Azepino[4,5-b]Indol-2-Ol